CC(C)CCCCCCCCCCC[C@H]([C@H](CO)[NH3+])O The molecule is a cationic sphingoid that is the conjugate acid of 15-methylhexadecasphinganine, obtained by protonation of the amino group; major species at pH 7.3. It is a conjugate acid of a 15-methylhexadecasphinganine.